Cl.NCC(=O)C1=C(C=NS1)C 2-amino-1-(4-methyl-1,2-thiazol-5-yl)ethan-1-one hydrogen chloride